N1(CCCC2=NC=CC=C12)C1=NNC2=NC(=CN=C21)N2C[C@]1(CC2)[C@H](CCC1)NC(OC(C)(C)C)=O tert-butyl ((5S,6S)-2-(3-(3,4-dihydro-1,5-naphthyridin-1(2H)-yl)-1H-pyrazolo[3,4-b]pyrazin-6-yl)-2-azaspiro[4.4]nonan-6-yl)carbamate